4-(1,1-dioxo-4-oxo-1,2,5-thiadiazolidin-2-yl)-3-fluoro-5-hydroxy-N-(piperidin-4-yl)benzamide O=S1(N(CC(N1)=O)C1=C(C=C(C(=O)NC2CCNCC2)C=C1O)F)=O